[1-[4-(6-oxaspiro[3.3]heptan-2-ylamino)-5-oxido-6,7-dihydrothieno[3,2-d]pyrimidin-5-ium-2-yl]azetidin-3-yl] isothiazole-4-carboxylate S1N=CC(=C1)C(=O)OC1CN(C1)C=1N=C(C2=C(N1)CC[S+]2[O-])NC2CC1(C2)COC1